N1(CCCC1)CCOC(CN(CCCN)C)C 2-[2-(1-pyrrolidinyl)ethoxy]propyl-N-methyl-N-(3-aminopropyl)-amine